4-(sulfonyl)-1,3-dioxolan-2-one S(=O)(=O)=C1OC(OC1)=O